4-(benzoylaminomethyl)piperidine-1-carboxylic acid tert-butyl ester C(C)(C)(C)OC(=O)N1CCC(CC1)CNC(C1=CC=CC=C1)=O